COC=1C=CC=2N(C1)N=CC2C2=CC(=NC=C2)C(F)(F)F 6-Methoxy-3-(2-(trifluoromethyl)pyridin-4-yl)pyrazolo[1,5-a]pyridine